(2-(6-aminopyridin-3-yl)-3,3-dimethyl-1,2,3,4-tetrahydroisoquinolin-6-yl)methanol NC1=CC=C(C=N1)N1CC2=CC=C(C=C2CC1(C)C)CO